N(=NOC=1C(C(=O)[O-])=CC=CC1)OC=1C(C(=O)[O-])=CC=CC1 azodisalicylate